FC1(CCC(CC1)NC(=O)C=1C=NC(=C(C1)C1=CC(=CC(=C1)F)OC(F)F)C)F N-(4,4-difluorocyclohexyl)-5-[3-(difluoromethoxy)-5-fluorophenyl]-6-methylpyridine-3-carboxamide